(2S,4S)-2-(3-benzyl-1,2,4-oxadiazol-5-yl)-4-phenylpyrrolidine-1-carboxylic acid tert-butyl ester C(C)(C)(C)OC(=O)N1[C@@H](C[C@H](C1)C1=CC=CC=C1)C1=NC(=NO1)CC1=CC=CC=C1